CC=1C(=C(C=2CCCC2C1)N)C1=CC=NC=C1 6-Methyl-5-(pyridin-4-yl)-2,3-dihydro-1H-inden-4-amine